ClC1=C(C=CC=C1)C1(CCCCC1)N(C([O-])=O)C[C@@H](C)O 1-(2-chlorophenyl)-(R)-2-hydroxypropyl-(R)-1-cyclohexylcarbamate